C(#N)C(C)(C)NC(=O)C1=NC=CC(=C1)N1CSC2=C1C=CC=C2 N-[2-[(1-Cyano-1-methylethyl)carbamoyl]-4-pyridyl]-1,3-benzothiazol